C(C)(C)(C)C1=CC=C(C=C1)C=1OC2=C(C1)C=CC=C2 2-(4-tert-butylphenyl)benzofuran